FC=1C=C2C(=NNC2=CC1OCCOC)C1=CC(=NO1)C1=CC=C(C=C1)C(=O)N1C(CN(CC1)C1COC1)C 5-Fluoro-6-(2-methoxyethoxy)-3-(3-{4-[2-methyl-4-(oxetan-3-yl)piperazin-1-carbonyl]phenyl}-1,2-oxazol-5-yl)-1H-indazol